[Ag].[Ta] tantalum-silver